7-{[(cyclopentylmethyl)amino]methyl}-3,3-dimethyl-N-{3-[(1r,3s)-3-methyl-1-(4-methyl-1,2,4-triazol-3-yl)cyclobutyl]phenyl}-1h,2h-pyrrolo[3,2-b]pyridine-5-carboxamide C1(CCCC1)CNCC1=C2C(=NC(=C1)C(=O)NC1=CC(=CC=C1)C1(CC(C1)C)C1=NN=CN1C)C(CN2)(C)C